2-(4-(5-chloro-2-(4-chloro-1H-1,2,3-Triazol-1-yl)phenyl)-5-methoxy-2-oxopyridin-1(2H)-yl)-N-(3-(difluoromethyl)-4-(Dimethylphosphoryl)phenyl)-4-methoxybutanamide ClC=1C=CC(=C(C1)C1=CC(N(C=C1OC)C(C(=O)NC1=CC(=C(C=C1)P(=O)(C)C)C(F)F)CCOC)=O)N1N=NC(=C1)Cl